methoxy-5,5,7-trimethyl-2,3-dihydro-1H,5H-pyrido[3,2,1-ij]quinolone COC1CN2C3=C(C=CC=C3C1=O)C(=CC2(C)C)C